2-((3r,5r,7r)-adamantan-1-yl)acetic acid C12(CC3CC(CC(C1)C3)C2)CC(=O)O